(S)-6-chloro-7-(4-(6,6-dimethylmorpholin-3-yl)phenyl)-3-((1-(4-fluorobenzoyl)-4-hydroxypiperidin-4-yl)methyl)-3,7-dihydro-4H-pyrrolo[2,3-d]pyrimidin-4-one ClC1=CC2=C(N=CN(C2=O)CC2(CCN(CC2)C(C2=CC=C(C=C2)F)=O)O)N1C1=CC=C(C=C1)[C@@H]1NCC(OC1)(C)C